methyl 5-chloro-7-oxo-7,8-dihydro-6H-spiro[[1,3]oxazolo[5,4-f]quinazoline-9,1'-cyclohexane]-2-carboxylate ClC=1C=C2C(=C3C1NC(NC31CCCCC1)=O)OC(=N2)C(=O)OC